C(C)OC(\C(=C/CCCCC(=O)O)\C)=O (Z)-8-ethoxy-7-methyl-8-oxooct-6-enoic acid